ethyl (E)-3-(4-amino-6-chloro-5-fluoropyridin-3-yl)acrylate NC1=C(C=NC(=C1F)Cl)/C=C/C(=O)OCC